(1-(2,6-dioxopiperidin-3-yl)-2-oxo-1,2-dihydrobenzo[cd]indol-4-yl)methyl(4-(trifluoromethoxy)phenyl)carbamate O=C1NC(CCC1N1C(C2=C3C(C=CC=C13)=CC(=C2)OC(N(C2=CC=C(C=C2)OC(F)(F)F)C)=O)=O)=O